tert-butyl (2,3-dihydro-[1,4]dioxino[2,3-b]pyridin-7-yl)carbamate O1CCOC2=NC=C(C=C21)NC(OC(C)(C)C)=O